CC1=CC=CC(=N1)C1=NC=CC=C1C=1C=CC=2N(C1)C(=CN2)C(=O)NCC(F)(F)F 6-(6'-Methyl-[2,2'-bipyridin]-3-yl)-N-(2,2,2-trifluoroethyl)imidazo[1,2-a]pyridin-3-carboxamid